CN1N=CC(=C1)C1=CC=C(C=N1)CC1=CC(=NC(=C1)N1N=CC=C1)C(=O)NC1CCOCC1 4-((6-(1-methyl-1H-pyrazol-4-yl)pyridin-3-yl)methyl)-6-(1H-pyrazol-1-yl)-N-(tetrahydro-2H-pyran-4-yl)picolinamide